2-[2-(aminomethyl)-3,3-difluoro-allyl]-4-[[6-[6-(trifluoromethyl)-3-pyridyl]benzothiophen-2-yl]methyl]-1,2,4-triazol-3-one NCC(CN1N=CN(C1=O)CC=1SC2=C(C1)C=CC(=C2)C=2C=NC(=CC2)C(F)(F)F)=C(F)F